CC1(SS[C@@H]([C@@H]1O)C)C |r| (4SR,5RS)-3,3,5-trimethyl-1,2-dithiolan-4-ol